OCC(CC)NC(=O)C1CN(C2CC=3C4=C(C2=C1)C=CC=C4NC3)C N-(1-hydroxybutan-2-yl)-7-methyl-6,6a,8,9-tetrahydro-4H-indolo[4,3-fg]quinoline-9-carboxamide